monocaffeoyl-tartaric acid C(\C=C\C1=CC(O)=C(O)C=C1)(=O)C(C(=O)O)(O)C(O)C(=O)O